6-(p-toluidino)naphthalene-2-sulfonic acid C1(=CC=C(C=C1)NC=1C=C2C=CC(=CC2=CC1)S(=O)(=O)O)C